BrC=1C2=CC=CC=C2C(=C2C=CC=CC12)C1=CC(=CC=C1)C1=CC2=CC=CC=C2C=C1 9-bromo-10-[3-(2-naphthyl)phenyl]anthracene